C(C1=CC=CC=C1)C=1C(C2=CC=CC=C2C(C1CC1=CC=C(C=C1)C(F)(F)F)=O)=O 2-benzyl-3-(4-(trifluoromethyl)benzyl)naphthalene-1,4-dione